(R)-5-Hydroxy-6-((3-isopropyl-4-(4-((4-(morpholinomethyl)phenyl)ethynyl)phenyl)-2-oxoimidazoline-1-yl)methyl)pyrimidin-4(3H)-one OC=1C(NC=NC1CN1C(N([C@@H](C1)C1=CC=C(C=C1)C#CC1=CC=C(C=C1)CN1CCOCC1)C(C)C)=O)=O